FC(C(C(=O)N1C[C@H]2OC3=C([C@@H]1C2)C=NC=C3C#CC3=CC=CC=C3)(C)C)F 3,3-difluoro-2,2-dimethyl-1-((2S,5S)-9-(phenylethynyl)-2,3-dihydro-2,5-methanopyrido[3,4-f][1,4]oxazepin-4(5H)-yl)propan-1-one